CC(CO)(C)O (2,2-dimethyl)ethylene glycol